2-(((1R,2S)-2-aminocyclohexyl)amino)-5-bromo-N-methyl-3-nitrobenzamide N[C@@H]1[C@@H](CCCC1)NC1=C(C(=O)NC)C=C(C=C1[N+](=O)[O-])Br